C1CCC2CCC3CCCC4CCC1C2C34 HEXADECAHYDROPYREN